2-morpholin-4-ylpyrazolo[1,5-a]pyridin-3-ylamine N1(CCOCC1)C1=NN2C(C=CC=C2)=C1N